O1C(=NC=C1)OCC#CC1=NC=CC(=N1)N1CCNCCC1 4-(2-(3-(oxazol-2-yloxy)prop-1-yn-1-yl)pyrimidin-4-yl)-1,4-diazepan